ClC=1N=CC2=C(N1)N(C=C2Cl)C[C@@H](COC2=NN(C(=C2[N+](=O)[O-])C)C=2C(=NC(=CC2)C)C)C (S)-2,5-dichloro-7-(3-((1-(2,6-dimethylpyridin-3-yl)-5-methyl-4-nitro-1H-pyrazol-3-yl)oxy)-2-methylpropyl)-7H-pyrrolo[2,3-d]pyrimidine